rac-(3R,5S)-N-ethyl-5-methylpiperidine-3-carboxamide C(C)NC(=O)[C@H]1CNC[C@H](C1)C |r|